O[C@@]1(C(N(CC1)C)=O)C1=CC(=NO1)C=1C=C(C=CC1)N1N=C(C=2CCCCC12)C(=O)OC methyl (R)-1-(3-(5-(3-hydroxy-1-methyl-2-oxopyrrolidin-3-yl)isoxazol-3-yl)phenyl)-4,5,6,7-tetrahydro-1H-indazole-3-carboxylate